ClC=1C(=CC2=CC3=CC4=CC=CC=C4C=C3C=C2C1)C(=O)N[C@@H]1CCO[C@]12O[C@@H]([C@@H]([C@@H]([C@H]2O)N2N=NC(=C2)C2=CC(=C(C(=C2)F)F)F)O)CO 3-chloro-N-((4R,5S,7R,8R,9S,10R)-8,10-dihydroxy-7-(hydroxymethyl)-9-(4-(3,4,5-trifluorophenyl)-1H-1,2,3-triazol-1-yl)-1,6-dioxaspiro[4.5]dec-4-yl)-2-naphthacenecarboxamide